C12CN(CC2C1)C1=NC2=C(C=C(C=C2C(N1C)=O)Cl)C(C)O 2-(3-Azabicyclo[3.1.0]hexan-3-yl)-6-chloro-8-(1-hydroxyethyl)-3-methylquinazolin-4(3H)-one